(S)-2-(6-chloro-1-((S)-2-methylazetidin-1-yl)-2,7-naphthyridin-4-yl)propan-1-ol ClC=1C=C2C(=CN=C(C2=CN1)N1[C@H](CC1)C)[C@@H](CO)C